nonadecane-2,7-diol CC(CCCCC(CCCCCCCCCCCC)O)O